FC(OC=1C=C(C=CC1)C1=CC(=C(O1)C(F)(F)F)C(=O)NC1=NC(=NS1)CN1CCCCC1)F 5-(3-(Difluoromethoxy)phenyl)-N-(3-(piperidin-1-ylmethyl)-1,2,4-thiadiazol-5-yl)-2-(trifluoromethyl)furan-3-carboxamide